ClC1=C(C=CC=2C(=NC(SC21)(C)C)C=2C=NC1=C(C=CC=C1C2)F)C 8-chloro-4-(8-fluoro-3-quinolyl)-2,2,7-trimethyl-1,3-benzothiazine